Lithium bis(trifluoromethanesulfonyl)imide salt [N-](S(=O)(=O)C(F)(F)F)S(=O)(=O)C(F)(F)F.[Li+]